O1C=C(C2=C1C=CC=C2)C[C@H](NC(C(N2CCC1(OCCO1)CC2)=O)=O)B(O)O (R)-(2-(benzofuran-3-yl)-1-(2-oxo-2-(1,4-dioxa-8-azaspiro[4.5]decane-8-yl)Acetylamino)ethyl)boronic acid